Z-allyl alcohol C(C=C)O